C1(=CC=CC=C1)P(C1=CC=CC=C1)(C1=CC=CC=C1)[Pd](P(C1=CC=CC=C1)(C1=CC=CC=C1)C1=CC=CC=C1)(Cl)Cl bis(triphenylphosphoranyl)palladium(IV) chloride